tetrafluoro-phenanthrene FC1=C(C(=C(C=2C=CC3=CC=CC=C3C12)F)F)F